(R)-1-(4-(3-(2,6-dichlorophenyl)azetidin-1-yl)benzyl)pyrrolidine-3-carboxylic acid ClC1=C(C(=CC=C1)Cl)C1CN(C1)C1=CC=C(CN2C[C@@H](CC2)C(=O)O)C=C1